C(CCCCCCCCCC=CCC=CCC=CCC=CCC=CCC)(=O)O 11,14,17,20,23-hexaeicosapentaenoic acid